6-bromo-3,3-dimethyl-2-(6-nitro-3-pyridyl)-1,4-dihydroisoquinoline BrC=1C=C2CC(N(CC2=CC1)C=1C=NC(=CC1)[N+](=O)[O-])(C)C